tert-butyl (1-(4-((1-(4-formylcyclohex-1-en-1-yl)-2-oxo-1,2-dihydropyrimidin-4-yl)carbamoyl) piperazin-1-yl)-2-methyl-1-oxopropan-2-yl)carbamate C(=O)C1CC=C(CC1)N1C(N=C(C=C1)NC(=O)N1CCN(CC1)C(C(C)(C)NC(OC(C)(C)C)=O)=O)=O